N-(3-bromo-2,4-difluorophenyl)-5-fluoropyridine-3-sulfonamide BrC=1C(=C(C=CC1F)NS(=O)(=O)C=1C=NC=C(C1)F)F